2-[4-[[(3-chloro-5-fluoro-benzoyl)amino]-dideuterio-methyl]-1-piperidinyl]acetic acid methyl ester COC(CN1CCC(CC1)C([2H])([2H])NC(C1=CC(=CC(=C1)F)Cl)=O)=O